N-(1,2-dicarboxy)ethyl-3-aminopropyl-methyl-silanediol C(=O)(O)C(CC(=O)O)NCCC[Si](O)(O)C